1-(piperidylmethyl)cyclopropane N1(CCCCC1)CC1CC1